ClC=1C=C(CNCCN2C(OC3=C2C=CC=C3)=O)C=C(C1)C 3-(2-((3-chloro-5-methylbenzyl)amino)ethyl)benzo-[d]oxazol-2(3H)-one